ClC1=C(C(=O)N2COC3=C(C2)C=CC=C3C3=CC(=C(C(=O)O)C=C3F)N3C2COCC3CC2)C(=CC(=C1)N1[C@@H](C2(C1)CC(C2)OC)C)Cl 4-[3-[2,6-Dichloro-4-[(1R,4s,6S)-6-methoxy-1-methyl-2-azaspiro[3.3]heptan-2-yl]benzoyl]-2,4-dihydro-1,3-benzoxazin-8-yl]-5-fluoro-2-(3-oxa-8-azabicyclo[3.2.1]oct-8-yl)benzoic acid